BrC=1C=NC2=CC=C(C=C2C1NC1=C(C(=O)OC)C=C(C=C1)Cl)Cl methyl 2-[(3-bromo-6-chloro-4-quinolinyl) amino]-5-chloro-benzoate